L-N-methyl-phenyl-alanine CN([C@@H](C)C(=O)O)C1=CC=CC=C1